3-(4-chlorophenyl)-3-fluorocyclobutanecarboxamide ClC1=CC=C(C=C1)C1(CC(C1)C(=O)N)F